p-phenyleneDiformaldehyde C1(=CC=C(C=C1)C=O)C=O